FC=1C=C(C=CC1N1CCN(CC1)C1CCOCC1)C1=CC2=C(C(=N1)C)C=C(N2C)C2=CC=C(C=C2)S(=O)(=O)C 6-(3-fluoro-4-(4-(tetrahydro-2H-pyran-4-yl)piperazin-1-yl)phenyl)-1,4-dimethyl-2-(4-(methylsulfonyl)phenyl)-1H-pyrrolo[3,2-c]pyridine